(R)-ethyl 2-((2R,5S,6R)-2-allyl-6-(3-chlorophenyl)-5-(4-chlorophenyl)-3-oxomorpholino)pentanoate C(C=C)[C@H]1O[C@@H]([C@@H](N(C1=O)[C@@H](C(=O)OCC)CCC)C1=CC=C(C=C1)Cl)C1=CC(=CC=C1)Cl